ClC=1C=C(C=CC1)[C@@H]1[C@H](C1)C(=O)NC1=NC=NC(=C1)NCC=1N=C2N(C=C(C=C2N2CC(N(CC2)C)CO)C2CC2)C1 (1S,2S)-2-(3-chlorophenyl)-N-(6-(((6-cyclopropyl-8-(3-(hydroxymethyl)-4-methylpiperazin-1-yl)imidazo[1,2-a]pyridin-2-yl)methyl)amino)pyrimidin-4-yl)cyclopropane-1-carboxamide